7-(4-bromo-3-chloro-benzoyl)-2-[4-(cyclopropoxy)phenyl]-3-oxo-N-[rac-(1R)-1-[2-fluoro-4-(oxetan-3-yloxy)phenyl]ethyl]-6,8-dihydro-5H-imidazo[1,5-a]pyrazine-1-carboxamide BrC1=C(C=C(C(=O)N2CC=3N(CC2)C(N(C3C(=O)N[C@H](C)C3=C(C=C(C=C3)OC3COC3)F)C3=CC=C(C=C3)OC3CC3)=O)C=C1)Cl |r|